FC1=CC=CC(=N1)S(=O)(=O)N 6-fluoro-pyridine-2-sulfonamide